C1=CC=CC2=C(C3=CC4=CC=CC=C4C(=C3C=C12)N)N naphthacene-5,11-diamine